COC1C(CCNC1)O 5-methoxypiperidin-4-ol